C(CCCCCCC)OCCCCCCCC n-octylether